FC(C1=NN=C(O1)C1=CC(=C(CN(S(=O)(=O)C)C2=CC(=CC=C2)OC)C=C1)F)F N-(4-(5-(difluoromethyl)-1,3,4-oxadiazol-2-yl)-2-fluorobenzyl)-N-(3-methoxyphenyl)methanesulfonamide